FC(C(=O)O)(F)F.C(C)NC1CCN(CC1)C=1C2=CN(N=C2C(=CC1)C(=O)NC=1N=C2N(C=C(N=C2C)CO)C1)C 4-(4-(ethylamino)piperidin-1-yl)-N-(6-(hydroxymethyl)-8-methylimidazo[1,2-a]pyrazin-2-yl)-2-methyl-2H-indazole-7-carboxamide 2,2,2-trifluoroacetate